4-thioxopyrido[1,2-a]pyrimidine-2-carboxylic acid hydrochloride Cl.S=C1C=C(N=C2N1C=CC=C2)C(=O)O